[Na].[Ag].[Cu].[Sn].[Ca].[Pb] lead-calcium-tin-copper-silver-sodium